FC(C1=CC=C(C=C1)C1=NN(C2=CC=CC=C12)C1=NOC(N1)=O)(F)F 3-(3-(4-(trifluoromethyl)phenyl)-1H-indazol-1-yl)-1,2,4-oxadiazol-5(4H)-one